CC(CCCC(=O)O)CCC 5-Methyloctanoic acid